C(C1=CC=CC=C1)OCCCCN1N=NC2=C1C=CC(=C2C)C(CC(=O)OCC)C2=CC(=C(C=C2)Cl)[C@@H](C)N2S(OC1=C(C2)C=C(C=C1)OCC1=CC=CC=C1)(=O)=O ethyl 3-{1-[4-(benzyloxy)butyl]-4-methyl-1H-benzotriazol-5-yl}-3-(3-{(1R)-1-[6-(benzyloxy)-2,2-dioxo-2H-1,2λ6,3-benzoxathiazin-3(4H)-yl]ethyl}-4-chlorophenyl)propanoate